[2-(5-bromo-3-ethylsulfonyl-2-pyridinyl)-1,3-benzoxazol-5-yl]-imino-oxo-(trifluoromethyl)-λ6-sulfane BrC=1C=C(C(=NC1)C=1OC2=C(N1)C=C(C=C2)S(C(F)(F)F)(=O)=N)S(=O)(=O)CC